CSCCC=O 3-(methylthio)-propanal